heptaisooctyl-trisilanol C(CCCCC(C)C)[Si]([Si]([Si](O)(CCCCCC(C)C)CCCCCC(C)C)(CCCCCC(C)C)CCCCCC(C)C)(CCCCCC(C)C)CCCCCC(C)C